CHLOROMAGNESIUM Cl[Mg]